4-(4-Methylpiperazin-1-yl)-N-((7-(trifluoromethyl)-10H-phenoxazin-3-yl)methyl)butanamide CN1CCN(CC1)CCCC(=O)NCC=1C=CC=2NC3=CC=C(C=C3OC2C1)C(F)(F)F